(3-(benzyloxy)-6-bromo-2,4-difluorophenyl)carbamic acid tert-butyl ester C(C)(C)(C)OC(NC1=C(C(=C(C=C1Br)F)OCC1=CC=CC=C1)F)=O